C(C)(C)(C)OC(=O)N[C@H](C(=O)O)CC1=CC=CC=C1 (S)-2-((tert-butoxycarbonyl)amino)-3-phenylpropionic acid